C(C)(C)(C)OC(=O)[C@]1(C[C@H](N(CC1)CC1=C(C(=CC=C1)Cl)F)C)CC1=NC(=CC(=C1F)C=O)Cl (2r,4r)-1-(3-chloro-2-fluorobenzyl)-4-((6-chloro-3-fluoro-4-formylpyridin-2-yl)methyl)-2-methylpiperidine-4-carboxylic acid tert-butyl ester